4-((11-cyclopentyl-5-methyl-6-oxo-6,11-dihydro-5H-benzo[e]pyrimido[5,4-b][1,4]diazepin-2-yl)amino)-N-(8-((2-(2,6-dioxopiperidin-3-yl)-1,3-dioxoisoindolin-4-yl)amino)octyl)benzamide C1(CCCC1)N1C2=C(N(C(C3=C1C=CC=C3)=O)C)C=NC(=N2)NC2=CC=C(C(=O)NCCCCCCCCNC3=C1C(N(C(C1=CC=C3)=O)C3C(NC(CC3)=O)=O)=O)C=C2